8-[(1-tert-butoxycarbonylpyrrolidin-3-yl)-methyl-amino]quinoxaline-5-carboxylic acid C(C)(C)(C)OC(=O)N1CC(CC1)N(C1=CC=C(C=2N=CC=NC12)C(=O)O)C